C1(CCCC1)C(=O)C1=CC2=C(C(N(CCO2)C[C@@H](CN2CC3=CC=CC=C3CC2)O)=O)C=C1 8-(cyclopentanecarbonyl)-4-[(2R)-3-(3,4-dihydro-1H-isoquinolin-2-yl)-2-hydroxy-propyl]-2,3-dihydro-1,4-benzoxazepine-5-one